2'-(5-Isopropyl-1H-imidazol-2-yl)-5-(methylsulfonyl)-3,4'-bipyridin C(C)(C)C1=CN=C(N1)C1=NC=CC(=C1)C=1C=NC=C(C1)S(=O)(=O)C